C(C)(C)(C)OC(=O)N[C@@H](CO)C(=O)OC(C)(C)C Tert-butyl (tert-butoxycarbonyl)-L-serinate